O1CCN(CC1)C=1C2=C(N=CN1)N(C(=C2)C2=CC=C(C=C2)NC(=O)C=2C=C(C=NC2)CN2C[C@@H](CCC2)NC(OC(C)(C)C)=O)COCC[Si](C)(C)C tert-butyl (R)-(1-((5-((4-(4-morpholino-7-((2-(trimethylsilyl)ethoxy)methyl)-7H-pyrrolo[2,3-d]pyrimidin-6-yl)phenyl)carbamoyl)pyridin-3-yl)methyl)piperidin-3-yl)carbamate